NC1=CC(=NC=N1)C1=C(C=C(C=C1)O)CCC(=O)N 3-(2-(6-aminopyrimidin-4-yl)-5-hydroxyphenyl)propionamide